ClC=1C=C(C(=O)NC(C)C=2N(N=C(N2)C=2C=NC(=CC2)Cl)C2=NC=C(C=C2)Cl)C=C(C1)OC(F)(F)F 3-Chloro-N-[1-[2-(5-chloro-2-pyridyl)-5-(6-chloro-3-pyridyl)-1,2,4-triazol-3-yl]ethyl]-5-(trifluoromethoxy)benzamide